4-(3-(7-(4-(2-hydroxyethyl)piperazin-1-yl)-2-methyl-3-phenylpyrazolo[1,5-a]-pyrimidin-5-yl)phenyl)-1-(4-(4-(piperidin-1-yl)butyl)piperazin-1-yl)butan-1-one OCCN1CCN(CC1)C1=CC(=NC=2N1N=C(C2C2=CC=CC=C2)C)C=2C=C(C=CC2)CCCC(=O)N2CCN(CC2)CCCCN2CCCCC2